3-(3-Chloropyrido[3,2-c]pyridazin-6-yl)-N,N-dimethylaniline ClC1=CC2=C(N=N1)C=CC(=N2)C=2C=C(N(C)C)C=CC2